2-((R)-2-hydroxy-2-((S)-1,2,3,4-tetrahydroisoquinolin-3-yl)ethyl)-4,4-dimethyl-6-(2,7-diazaspiro[4.4]nonane-2-carbonyl)-3,4-dihydroisoquinolin-1(2H)-one hydrochloride Cl.O[C@H](CN1C(C2=CC=C(C=C2C(C1)(C)C)C(=O)N1CC2(CC1)CNCC2)=O)[C@H]2NCC1=CC=CC=C1C2